FC1=CC=C2C3=NNC4=CC=C(OCCCNC(COC1=C2)=O)C=C34 5-fluoro-7,14-dioxa-10,19,20-triazatetracyclo[13.5.2.12,6.018,21]tricosa-1(20),2,4,6(23),15,17,21-heptaen-9-one